FC1(CCC(CC1)N)CN[C@H]1[C@@H](C1)C1=CC=CC=C1 4-fluoro-4-(((trans-2-phenylcyclopropyl)amino)methyl)cyclohexylamine